L-2-bromoethane sodium [Na].BrCC